C(C1=CC=CC=C1)C1=CN=C2C=C3C(N(C=4C=CC=CC34)CC3=CC=CC=C3)=CN21 3,6-dibenzyl-6H-imidazo[1',2':1,6]Pyrido[3,4-b]Indole